BrC1=CN=C(S1)COC1=CC=CC(=N1)C1=CC(=C(C=C1F)CC=1N(C2=C(N1)C(=CC(=C2)C(=O)OCC)F)C[C@H]2OCC2)F Ethyl 2-[[4-[6-[(5-bromothiazol-2-yl)methoxy]-2-pyridyl]-2,5-difluorophenyl]methyl]-7-fluoro-3-[[(2S)-oxetan-2-yl]methyl]benzimidazole-5-carboxylate